9-(4-chlorophenyl)-9-(4-iodophenyl)-9H-fluorene ClC1=CC=C(C=C1)C1(C2=CC=CC=C2C=2C=CC=CC12)C1=CC=C(C=C1)I